BrC1=C(C=C(C=C1)Br)[N+](=O)[O-] 2,5-Dibromonitrobenzene